(3S)-1-acetyl-N-(((2S,5R)-6-(phenylmethyloxy)-7-oxo-1,6-diazabicyclo[3.2.1]oct-2-yl)(imino)methyl)piperidine-3-carboxamide C(C)(=O)N1C[C@H](CCC1)C(=O)NC(=N)[C@H]1N2C(N([C@H](CC1)C2)OCC2=CC=CC=C2)=O